C(C)OC(=O)N1CC2(CC(C2)N2CCC(CC2)N(C2CC(C2)(F)F)C(C)=O)CC1 2-{4-[acetyl-(3,3-difluorocyclobutyl)amino]piperidin-1-yl}-6-azaspiro[3.4]octane-6-carboxylic acid ethyl ester